CC(C)(SCCC=CC(=O)N)SCCC=CC(=O)N N'-((propane-2,2-diylbis(sulfanediyl))bis(ethane-2,1-diyl))bisacrylamide